ClC1=CC(=C2C(=NC(N(C2=C1)C1=C(C=CC=C1)C)=O)N1C[C@@H](CC1)O)OC (R)-7-chloro-4-(3-hydroxypyrrolidin-1-yl)-5-methoxy-1-(o-tolyl)quinazolin-2(1H)-one